NC1=NC=C(C2=C1C(=C(S2)C2=C(C=C(C=C2)NC(\C=C\C)=O)C)C2=CC(=C(C=C2)OC2=NC=CC(=N2)C)F)C2=NN(N=C2)C (E)-N-(4-(4-amino-3-(3-fluoro-4-((4-methylpyrimidin-2-yl)oxy)phenyl)-7-(2-methyl-2H-1,2,3-triazol-4-yl)thieno[3,2-c]pyridin-2-yl)-3-methylphenyl)but-2-enamide